7-benzyloxy-8-((1-methylpiperidin-4-yl) oxy)-2-(4-fluorophenyl)-4-oxo-4H-chromen-5-yl-p-methylbenzenesulfonate C(C1=CC=CC=C1)OC1=CC(=C2C(C=C(OC2=C1OC1CCN(CC1)C)C1=CC=C(C=C1)F)=O)OS(=O)(=O)C1=CC=C(C=C1)C